C(C1=C(C(=CC(=C1)C)C(C)(C)C)O)C1=C(C(=CC(=C1)C)C(C)(C)C)O 2,2'-methylene-bis-(4-methyl-6-t-butylphenol)